NCCCN(C1=C(C2=C(CN(CC2)C(=O)OC(C)(C)C)S1)C=1SC2=C(N1)C=CC(=C2)Br)C(=O)OC(C)(C)C tert-Butyl 2-((3-aminopropyl)(tert-butoxycarbonyl)amino)-3-(6-bromobenzo[d]thiazol-2-yl)-4,7-dihydrothieno[2,3-c]pyridine-6(5H)carboxylate